C1(CC1)C1=NNC(=N1)C1CC2(CN(C2)C(=O)N2CC3(C2)CC(C3)CC=3C=C(C(NC3)=O)C(F)F)C1 5-[[2-[6-(3-cyclopropyl-1H-1,2,4-triazol-5-yl)-2-azaspiro[3.3]heptane-2-carbonyl]-2-azaspiro[3.3]heptan-6-yl]methyl]-3-(difluoromethyl)-2-pyridone